N-(4-((5-chloro-2-(2-hydroxypropan-2-yl)-4-(3-(trifluoromethyl)phenoxy)phenyl)Amino)-7-(2-morpholinoethoxy)quinazolin-6-yl)acrylamide ClC=1C(=CC(=C(C1)NC1=NC=NC2=CC(=C(C=C12)NC(C=C)=O)OCCN1CCOCC1)C(C)(C)O)OC1=CC(=CC=C1)C(F)(F)F